1-(2-(difluoromethyl)-6-(1-methyl-5-(((methylsulfonyl) oxy) methyl)-1H-1,2,3-triazol-4-yl) pyridin-3-yl) acetate C(C)(=O)OC=1C(=NC(=CC1)C=1N=NN(C1COS(=O)(=O)C)C)C(F)F